C(C)(=O)N1CC=2N(CC1)C(=NN2)C2=CC=CC(=N2)NC(C2=C(C=C(C(=C2)N2C=NC(=C2)C2CC2)C)F)=O N-(6-(7-acetyl-5,6,7,8-tetrahydro-[1,2,4]triazolo[4,3-a]pyrazin-3-yl)pyridin-2-yl)-5-(4-cyclopropyl-1H-imidazol-1-yl)-2-fluoro-4-methylbenzamide